4-(5-(hydroxymethyl)pyridin-2-yl)piperidine-1-carboxylic acid tert-butyl ester C(C)(C)(C)OC(=O)N1CCC(CC1)C1=NC=C(C=C1)CO